((3R,6S)-6-(hydroxymethyl)-5-(1H-indol-7-yl)-1-methyl-1,2,3,6-tetrahydropyridin-3-yl)(piperidin-1-yl)methanone OC[C@@H]1C(=C[C@H](CN1C)C(=O)N1CCCCC1)C=1C=CC=C2C=CNC12